(E)-2-((E)-3-(3,4-dihydroxyphenyl)allyl)-6-hydroxy-2,3-dihydro-1H-indenone OC=1C=C(C=CC1O)/C=C/CC1C(C2=CC(=CC=C2C1)O)=O